2-(4-methyl-3-pentenyl)-6-methyl-9-methacryloyloxy-10-methoxy-1,4-dihydroanthracene CC(=CCCC=1CC2=C(C3=CC=C(C=C3C(=C2CC1)OC)C)OC(C(=C)C)=O)C